3-(4-(1-isocyanatobutan-2-yl)phenyl)-1-(4-(trifluoromethoxy)phenyl)-1H-1,2,4-triazole N(=C=O)CC(CC)C1=CC=C(C=C1)C1=NN(C=N1)C1=CC=C(C=C1)OC(F)(F)F